C(C)(C)N(C=NC1=C(C=C(C(=C1)OC)C(C(F)(F)F)(C1=CC=CC=C1)O)C)C N-isopropyl-N'-[5-methoxy-2-methyl-4-(2,2,2-trifluoro-1-hydroxy-1-phenyl-ethyl)phenyl]-N-methyl-formamidine